C(CCC)NC=1C2=C(N=C(N1)NC(=O)OC)C(=NN2CC2=C(C=C(C(=O)OC)C=C2)OC)C=2COCC2 methyl 4-((7-(butylamino)-3-(2,5-dihydrofuran-3-yl)-5-((methoxycarbonyl)amino)-1H-pyrazolo-[4,3-d]pyrimidin-1-yl)methyl)-3-methoxybenzoate